C=C(C(=O)O)CCCCCCCCCCCCC 2-Methylenepentadecanoic acid